C1(=CC=C(C=C1)C=1OCCN1)C=1OCCN1 2,2'-(1,4-phenylene)-bisoxazoline